C(#C)C1(CCOCC1)OC1=CC=C(C=C1)OC(F)(F)F 4-ethynyl-4-(4-(trifluoromethoxy)phenoxy)tetrahydro-2H-pyran